methyl-(2S,4S)-4-methylsulfonyloxy-1-trityl-pyrrolidine C[C@@H]1N(C[C@H](C1)OS(=O)(=O)C)C(C1=CC=CC=C1)(C1=CC=CC=C1)C1=CC=CC=C1